3-Oxo-2-oxa-7-azaspiro[4.4]nonane-7-carboxylic acid tert-butyl ester C(C)(C)(C)OC(=O)N1CC2(CC(OC2)=O)CC1